glutaraldehyde acetate C(C)(=O)O.C(CCCC=O)=O